ClC=1C(=C(C=C(C1)F)[C@H](C)N1C(N(CC1)C(=O)OC(C)(C)C)=O)CO (S)-tert-butyl 3-(1-(3-chloro-5-fluoro-2-(hydroxymethyl)phenyl)ethyl)-2-oxoimidazolidine-1-carboxylate